6-fluoropyrazolo[1,5-a]pyrimidine-3-carboxylate FC=1C=NC=2N(C1)N=CC2C(=O)[O-]